CNC1=C(C(C1=O)=O)NCCCN(CCCCCCCC(=O)OCCC(CCC)CCC)CCCCCCCC(OC(CCCCC)CCCCC)=O 3-propylhexyl 8-[(3-{[2-(methylamino)-3,4-dioxocyclobut-1-en-1-yl]amino}propyl)[8-oxo-8-(undecan-6-yloxy)octyl]amino]octanoate